1-oxo-chlorophosphorane O=[PH2]Cl